CC1=NC2=CC3=C(C=C2C(N1)=O)OCCOCC(O3)C 2,11-dimethyl-7,8,10,11-tetrahydro-[1,4,7]trioxonino[2,3-g]quinazolin-4(3H)-one